ClC=1C(=C(C(=CC1)F)NC=1N(C2=NC(=NC=C2N1)N[C@H]1COC[C@@H]1O)C1CCC(CC1)C(=O)N)F (1R,4s)-4-(8-(3-chloro-2,6-difluorophenylamino)-2-((3S,4R)-4-hydroxytetrahydrofuran-3-ylamino)-9H-purin-9-yl)cyclohexanecarboxamide